(S)-N-(7-(4-Amino-3,3-dimethylbut-1-yn-1-yl)-5-methyl-4-oxo-2,3,4,5-tetrahydrobenzo[b][1,4]oxazepin-3-yl)-4-(2,4-difluorobenzyl)-1H-pyrazole-1-carboxamide hydrochloride Cl.NCC(C#CC1=CC2=C(OC[C@@H](C(N2C)=O)NC(=O)N2N=CC(=C2)CC2=C(C=C(C=C2)F)F)C=C1)(C)C